tert-butyl N-[(3R)-1-[7-[(7-fluoro-2-methyl-indazol-5-yl)carbamoyl]-2-methyl-indazol-4-yl]pyrrolidin-3-yl]-N-methyl-carbamate FC1=CC(=CC2=CN(N=C12)C)NC(=O)C1=CC=C(C2=CN(N=C12)C)N1C[C@@H](CC1)N(C(OC(C)(C)C)=O)C